(4-(4-(isopropylamino)-3-(trifluoromethyl)-1H-pyrrolo[2,3-b]pyridine-6-ylamino)-3-methoxyphenyl)(4-morpholinopiperidine-1-yl)methanone C(C)(C)NC1=C2C(=NC(=C1)NC1=C(C=C(C=C1)C(=O)N1CCC(CC1)N1CCOCC1)OC)NC=C2C(F)(F)F